methyl (S)-5-(3-(bromomethyl)-7-chloro-2-methyl-1,1-dioxido-5-phenyl-2,3,4,5-tetrahydrobenzo[f][1,2,5]thiadiazepin-8-yl)-2-fluorobenzoate BrC[C@H]1N(S(C2=C(N(C1)C1=CC=CC=C1)C=C(C(=C2)C=2C=CC(=C(C(=O)OC)C2)F)Cl)(=O)=O)C